Isopropyl 2-((5-chloro-2-methoxy-4-(4-(4-methylpiperazin-1-yl)piperidin-1-yl)phenyl)amino)-4-((5-(N-methylmethylsulfonamido)-2,3-dihydrobenzofuran-6-yl)amino)pyrimidine-5-carboxylate ClC=1C(=CC(=C(C1)NC1=NC=C(C(=N1)NC1=CC2=C(CCO2)C=C1N(S(=O)(=O)C)C)C(=O)OC(C)C)OC)N1CCC(CC1)N1CCN(CC1)C